OC1CCC(=O)OCC1 4-hydroxycaprolactone